FC(CNC(C(C)C)=O)(F)F N-(2,2,2-trifluoroethyl)isobutyramide